C12CNCC(CC1)N2C=2C=CC(=NC2)NC=2C(N(C=C(C2)Br)C)=O 3-(5-(3,8-Diazabicyclo[3.2.1]octan-8-yl)pyridin-2-ylamino)-5-bromo-1-methyl-pyridin-2(1H)-one